C(#N)C1=CNC2=C(C=CC(=C12)C)NS(=O)(=O)C1=CN=C(S1)CCOC N-(3-cyano-4-methyl-1H-indol-7-yl)-2-(2-methoxyethyl)thiazole-5-sulfonamide